ClC1=CC2=C(N=CN(C2=O)CC2(CCN(CC2)C(C2=CC=C(C=C2)Cl)=O)O)N1C1=CC=C(C=C1)[C@@H]1NC[C@H](OC1)C1CC1 6-Chloro-3-((1-(4-chlorobenzoyl)-4-hydroxypiperidin-4-yl)methyl)-7-(4-((3s,6r)-6-cyclopropylmorpholin-3-yl)phenyl)-3,7-dihydro-4H-pyrrolo[2,3-d]pyrimidin-4-one